C[C@@H]1CN(C[C@H](O1)C)C1=NC(=C2N1C1=CC(=CC=C1N=C2)C=2C=CC(=NC2)OCCCN(C)C)C 3-((5-(1-((2r,6r)-2,6-dimethylmorpholinyl)-3-methylimidazo[1,5-a]quinoxalin-8-yl)pyridin-2-yl)oxy)-N,N-dimethylpropan-1-amine